5-benzylthio-3-cyclopropyl-7-(2-trimethylsilylethoxymethyl)-6,8-dihydrocyclopenta[g]Isoquinoline-7-carboxylic acid methyl ester COC(=O)C1(CC2=C(C(=C3C=C(N=CC3=C2)C2CC2)SCC2=CC=CC=C2)C1)COCC[Si](C)(C)C